(S)-2-((4-(3-(4-chloro-2-fluorophenyl)-2,3-dihydrobenzo[b][1,4]dioxin-5-yl)piperidin-1-yl)methyl)-3-((1-(fluoromethyl)cyclopropyl)methyl)-3H-imidazo[4,5-b]pyridine-5-carboxylic acid ClC1=CC(=C(C=C1)[C@@H]1OC2=C(OC1)C=CC=C2C2CCN(CC2)CC2=NC=1C(=NC(=CC1)C(=O)O)N2CC2(CC2)CF)F